(2R)-2-amino-1-(3-methoxy-3-methyl-azetidin-1-yl)-3-(3-methoxy-4-pyridyl)propan-1-one N[C@@H](C(=O)N1CC(C1)(C)OC)CC1=C(C=NC=C1)OC